methyl 2-methoxy-5-(3a,4,6,6a-tetrahydrofuro[3,4-d]isoxazol-3-yl)nicotinate COC1=C(C(=O)OC)C=C(C=N1)C1=NOC2C1COC2